FC1=C(OC2=C(C=C(C(=O)NCCN3C(CCC3)=O)C=C2)C=2C3=C(C(N(C2)C)=O)NC=C3)C=CC(=C1)F 4-(2,4-difluorophenoxy)-3-(6-methyl-7-oxo-6,7-dihydro-1H-pyrrolo[2,3-c]pyridin-4-yl)-N-[2-(2-oxopyrrolidin-1-yl)ethyl]benzamide